(E)-2-methoxy-5-(pyridin-3-ylmethoxy)isonicotinaldehyde oxime COC=1C=C(/C=N/O)C(=CN1)OCC=1C=NC=CC1